OC=1C=CC2=C(N(C(=N2)CCC(=O)N2CCOCC2)C)C1C=O 6-hydroxy-1-methyl-2-(3-morpholino-3-oxopropyl)-1H-benzo[d]Imidazole-7-carbaldehyde